ClC1=CC=C(OC(CON)C(C)C)C=C1 O-[2-(4-chloro-phenoxy)-3-methyl-butyl]-hydroxylamine